((2s,3r,4r,5s)-3,4,5-tris(benzyloxy)-2-((benzyloxy)methyl)piperidin-1-yl)thiazole C(C1=CC=CC=C1)O[C@@H]1[C@@H](N(C[C@@H]([C@H]1OCC1=CC=CC=C1)OCC1=CC=CC=C1)C=1SC=CN1)COCC1=CC=CC=C1